3-methyl-2-[(methylsulfonyl)amino]-butanamide 1,1-dimethylethyl-2-bromo-α,α-dimethylbenzenepropionate CC(C)(C)OC(C(CC1=C(C=CC=C1)Br)(C)C)=O.CC(C(C(=O)N)NS(=O)(=O)C)C